2-(difluoromethyl)-5-[5-[[4-(2,3-dihydro-1H-pyrrolo[2,3-b]pyridin-5-yl)triazol-1-yl]methyl]thiophen-2-yl]-1,3,4-oxadiazole FC(C=1OC(=NN1)C=1SC(=CC1)CN1N=NC(=C1)C=1C=C2C(=NC1)NCC2)F